BrC1=CC(=NC=C1)O[C@H]1CN(CC1)C1=C(C(N(N=C1)C1OCCCC1)=O)Cl 5-[(3R)-3-[(4-bromo-2-pyridinyl)oxy]Pyrrolidin-1-yl]-4-chloro-2-tetrahydropyran-2-yl-pyridazin-3-one